N-hydroxy-4-((4-phenethylpiperazin-1-yl)methyl)benzamide ONC(C1=CC=C(C=C1)CN1CCN(CC1)CCC1=CC=CC=C1)=O